(S)-2-((4-((6-((4-cyano-2-fluorobenzyl) oxy) pyridin-2-yl) oxy) piperidin-1-yl) methyl)-1-(oxetan-2-ylmethyl)-1H-benzo[d]imidazole-6-carboxylate C(#N)C1=CC(=C(COC2=CC=CC(=N2)OC2CCN(CC2)CC2=NC3=C(N2C[C@H]2OCC2)C=C(C=C3)C(=O)[O-])C=C1)F